6-cyanoindole-2-carboxylic acid C(#N)C1=CC=C2C=C(NC2=C1)C(=O)O